ClC1=CC=C(C=C1)C=1C=C(C(N(N1)C=1C=NC=C(C1)F)=O)C(=O)NC(CO)C(C)C 6-(4-chlorophenyl)-2-(5-fluoropyridin-3-yl)-N-(1-hydroxy-3-methylbut-2-yl)-3-oxo-2,3-dihydropyridazine-4-carboxamide